perfluoro-1,4-diisopropoxybutane FC(C(C(C(OC(C(F)(F)F)(C(F)(F)F)F)(F)F)(F)F)(F)F)(OC(C(F)(F)F)(C(F)(F)F)F)F